((2-(((3S,6S,10aS)-3-(((R)-1-(cyclopropoxy-carbonyl)pyrrolidin-3-yl)carbamoyl)-5-oxodecahydro-pyrrolo[1,2-a]azocin-6-yl)carbamoyl)benzo[b]thiophen-5-yl)fluoromethyl)phosphonic acid C1(CC1)OC(=O)N1C[C@@H](CC1)NC(=O)[C@@H]1CC[C@H]2N1C([C@H](CCCC2)NC(=O)C2=CC1=C(S2)C=CC(=C1)C(F)P(O)(O)=O)=O